N1=C(C(=NC2=CC=CC=C12)C(=O)O)C(=O)O quinoxaline-2,3-dicarboxylic acid